BrC1=C2C=C(N=CC2=C(C=C1)O[C@@H]1C[C@@H](C1)SC)Cl 5-bromo-3-chloro-8-(cis-3-(methylthio)cyclobutoxy)isoquinoline